O[C@H]1[C@@H](O[C@@H]([C@H]1O)CO)C=1C=CCN(C1)CNC 5-((2S,3R,4S,5R)-3,4-dihydroxy-5-(hydroxymethyl)tetrahydrofuran-2-yl)-1-((methylamino)methyl)pyridine